cyclopent-2-ene-1,2-diyl-dimethanol C1(C(=CCC1)CO)CO